C(C)(C)(C)OC(=O)N1C(CCCC1)N1N=NC=2C(=NC=3C(=C(C(=CC3C21)C)Br)F)O[C@@H](C)[C@H]2N(CCC2)C (7-bromo-6-fluoro-8-methyl-4-((S)-1-((S)-1-methylpyrrolidin-2-yl)ethoxy)-1H-[1,2,3]triazolo[4,5-c]quinolin-1-yl)piperidine-1-carboxylic acid tert-butyl ester